CC(C)(C1=NC=CC=C1)NC(=O)[C@@H]1CN(CC[C@H]1NC(=O)C1=NOC(=C1)C1=C(C=C(C=C1)F)F)C1CCCCC1 |r| rac-(3R,4R)-1-cyclohexyl-4-{[5-(2,4-difluoro-phenyl)-isoxazole-3-carbonyl]-amino}-piperidine-3-carboxylic acid (1-methyl-1-pyridin-2-yl-ethyl)-amide